3-chloro-4-((3,5-difluoropyridin-2-yl)methoxy)-5',6-dimethyl-2'-(2-phenylpyrimidin-4-yl)-2H-[1,4'-bipyridin]-2-one ClC=1C(N(C(=CC1OCC1=NC=C(C=C1F)F)C)C1=CC(=NC=C1C)C1=NC(=NC=C1)C1=CC=CC=C1)=O